(8-(methylamino)-5-(5-(oxetan-3-ylmethoxy)benzo[d]oxazol-2-yl)-2,7-naphthyridin-3-yl)cyclopropanecarboxamide CNC=1N=CC(=C2C=C(N=CC12)C1(CC1)C(=O)N)C=1OC2=C(N1)C=C(C=C2)OCC2COC2